C(C1=CC=CC=C1)OC=1C(=CC(=NC1)OC1=C(C=C(C=C1Cl)N1N=C(C(NC1=O)=O)C(F)F)Cl)S(=O)(=O)C1CCC1 2-[4-[(5-benzyloxy-4-cyclobutylsulfonyl-2-pyridyl)oxy]-3,5-dichloro-phenyl]-6-(difluoromethyl)-1,2,4-triazine-3,5-dione